S1C(=NC=C1)NC(OCCCC)=O butyl thiazol-2-ylcarbamate